5-bromo-1(2H)-isoquinolinone BrC1=C2C=CNC(C2=CC=C1)=O